(3-((2-fluoroethyl)carbamoyl)phenyl)acetic acid FCCNC(=O)C=1C=C(C=CC1)CC(=O)O